(4-dimethylaminophenyl)(2-hydroxy-4-fluorophenyl)(phenyl)methane CN(C1=CC=C(C=C1)C(C1=CC=CC=C1)C1=C(C=C(C=C1)F)O)C